C1(CC1)N1C=C2C(=NN(C(C2=C(C1=O)C)=O)C)N[C@H](C)C1=C(C(=CC=C1)C(F)(F)F)C (R)-6-cyclopropyl-2,8-dimethyl-4-((1-(2-methyl-3-(trifluoromethyl)phenyl)ethyl)amino)-2,6-dihydropyrido[3,4-d]pyridazine-1,7-dione